[Ru].[Ir].FC=1C(=NC2=CC(=CC=C2C1C1=C2C=NNC2=CC=C1C)OC)N1CC2(CNC2)CC1 3-fluoro-7-methoxy-4-(5-methyl-1H-indazol-4-yl)-2-(2,6-diazaspiro[3.4]octan-6-yl)quinoline Iridium-ruthenium